COC=1C=C(C=C(C1OC1=CC=CC=C1)C)NC(=O)NC 1-(3-methoxy-5-methyl-4-phenoxyphenyl)-3-methylurea